C1(CC1)CN1CC2=CC(=CC=C2CC1)N(CCCC)C=1C(N(C=CC1)C)=O ((2-(cyclopropylmethyl)-1,2,3,4-tetrahydroisoquinolin-7-yl)(butyl)amino)-1-methylpyridin-2(1H)-one